NC[C@@H]1N(CCC1)C(=O)OC(C)(C)C t-Butyl (R)-2-(aminomethyl)pyrrolidine-1-carboxylate